BrC=1C(=NC2=CC=CC=C2C1)CCCN 3-bromoquinolinepropylamine